ClC1=C(C(=O)NC2=C(C(=NN2C)C(F)(F)F)F)C=CC=N1 2-chloro-N-(4-fluoro-1-methyl-3-(trifluoromethyl)-1H-pyrazol-5-yl)nicotinamide